C(C1=CC=CC=C1)OC(C(=O)OCC)C1(CCN(CC1)C(=O)OC(C)(C)C)O tert-butyl 4-(1-(benzyloxy)-2-ethoxy-2-oxoethyl)-4-hydroxypiperidine-1-carboxylate